6-chloro-5-methylbenzotriazole ClC=1C(=CC2=C(NN=N2)C1)C